methyl(pyrimidin-5-yl)((7-(5-(trifluoromethyl)-1,2,4-oxadiazol-3-yl)imidazo[1,2-a]pyridin-2-yl)imino)-λ6-sulfanone CS(=O)(=NC=1N=C2N(C=CC(=C2)C2=NOC(=N2)C(F)(F)F)C1)C=1C=NC=NC1